CC1(C(C1C=C(C)C)C(=O)OCN1C(N(CC1=O)CC#C)=O)C (2,5-dioxo-3-prop-2-ynylimidazolidin-1-yl)methyl 2,2-dimethyl-3-(2-methylprop-1-enyl)cyclopropane-1-carboxylate